C(C)(C)(C)OC(=O)N1C=2N(CC(C1)CNC(C=C)=O)N=CC2CC2=CC=C(C=C2)C(F)(F)F.OC2CCCC(C2C(=O)OC)(C)C (±)-methyl 6-hydroxy-2,2-dimethylcyclohexanecarboxylate tert-butyl-6-(acrylamidomethyl)-3-(4-(trifluoromethyl)benzyl)-6,7-dihydropyrazolo[1,5-a]pyrimidine-4(5H)-carboxylate